N1-isopropylbenzene-1,2-diamine C(C)(C)NC=1C(=CC=CC1)N